(S)-2-(1-(1H-pyrazol-1-yl)cyclopropane-1-carboxamido)-4-(((S)-3-fluoro-2-methoxypropyl)(4-(5,6,7,8-tetrahydro-1,8-naphthyridin-2-yl)butyl)amino)butanoic acid N1(N=CC=C1)C1(CC1)C(=O)N[C@H](C(=O)O)CCN(CCCCC1=NC=2NCCCC2C=C1)C[C@@H](CF)OC